5-bromo-7-piperidin-4-ylpyrrolo[2,1-f][1,2,4]triazin-4-amine dihydrochloride Cl.Cl.BrC=1C=C(N2N=CN=C(C21)N)C2CCNCC2